3-(4-cyano-2-methoxyphenoxy)-5-methyl-6-(trifluoromethyl)pyridazine-4-carboxylic acid C(#N)C1=CC(=C(OC=2N=NC(=C(C2C(=O)O)C)C(F)(F)F)C=C1)OC